C(C)OP(=O)(OCC)C(C1=CC2=C(SC(=C2)C(=O)N[C@H]2CCC[C@@H]3N(C2=O)[C@@H](CC3)C(=O)OC3=C(C(=C(C(=C3F)F)F)F)F)C=C1)(F)F perfluorophenyl (3S,6S,9aS)-6-(5-((diethoxyphosphoryl) difluoromethyl) benzo[b]thiophene-2-carboxamido)-5-oxooctahydro-1H-pyrrolo[1,2-a]azepine-3-carboxylate